2-isopropoxy-5-methyl-4-(piperidin-4-yl)aniline dihydrochloride Cl.Cl.C(C)(C)OC1=C(N)C=C(C(=C1)C1CCNCC1)C